ClC=1C=NC(=NC1)N1CCC(CC1)CCCOC1=CC(=C(C=C1)CC(=O)N1CC2(C1)N(CCC2)C[C@@H]([C@@H]([C@@H](CO)O)O)O)F 2-(4-(3-(1-(5-chloropyrimidin-2-yl)piperidin-4-yl)propoxy)-2-fluorophenyl)-1-(5-((2S,3S,4R)-2,3,4,5-tetrahydroxypentyl)-2,5-diazaspiro[3.4]octan-2-yl)ethan-1-one